2-(3,3-bis(2-cyanophenyl)-1,1,1-trifluoropropan-2-yl)-5-hydroxy-N-(isoxazol-4-yl)-1-methyl-6-oxo-1,6-dihydropyrimidine-4-carboxamide C(#N)C1=C(C=CC=C1)C(C(C(F)(F)F)C=1N(C(C(=C(N1)C(=O)NC=1C=NOC1)O)=O)C)C1=C(C=CC=C1)C#N